1-(2-(1-(4-fluorobenzyl)-1H-indol-3-yl)ethyl)-6,7-dimethoxy-2-((tetrahydro-2H-pyran-4-yl)methyl)-1,2,3,4-tetrahydroisoquinoline FC1=CC=C(CN2C=C(C3=CC=CC=C23)CCC2N(CCC3=CC(=C(C=C23)OC)OC)CC2CCOCC2)C=C1